tert-butyl ((2R,3R)-3-(2-bromobenzyl)-4-hydroxybutan-2-yl)carbamate BrC1=C(C[C@H]([C@@H](C)NC(OC(C)(C)C)=O)CO)C=CC=C1